ethyl (S)-3-((tert-butoxycarbonyl)amino)-3-(4'-fluoro-2',6'-dimethyl-[1,1'-biphenyl]-3-yl)propanoate C(C)(C)(C)OC(=O)N[C@@H](CC(=O)OCC)C=1C=C(C=CC1)C1=C(C=C(C=C1C)F)C